5-[3-({(1S)-1-[(1r,4S)-4-aminocyclohexyl]ethyl}amino)-4-chlorophenyl]-1,3,4-oxadiazol-2(3H)-one NC1CCC(CC1)[C@H](C)NC=1C=C(C=CC1Cl)C1=NNC(O1)=O